N-[2-(5-{1-[(6,7-dimethoxy-2-methylquinazolin-4-yl)amino]ethyl}thiophen-2-yl)-5-fluorobenzyl]-2-methoxyacetamide COC=1C=C2C(=NC(=NC2=CC1OC)C)NC(C)C1=CC=C(S1)C1=C(CNC(COC)=O)C=C(C=C1)F